C(=C)C1=NC(=NC(=N1)C=C)N 4,6-divinyl-1,3,5-triazin-2-amine